[Nd].ClC1=CC=C(S1)C(=O)NC[C@@H](CBr)O (S)-5-chloro-N-(3-bromo-2-hydroxypropyl)thiophene-2-formamide neodymium